tert-butyl 4-(6-fluoro-1-(1-(4-methoxybenzyl)-2,6-dioxopiperidin-3-yl)-1H-indazol-5-yl)piperazine-1-carboxylate FC1=C(C=C2C=NN(C2=C1)C1C(N(C(CC1)=O)CC1=CC=C(C=C1)OC)=O)N1CCN(CC1)C(=O)OC(C)(C)C